ClC1=C(C=C2C(=C(N(C2=C1F)C)C1=NN=C(N1)C(C)(F)F)C=1C=NNC1)OC 6-chloro-2-(5-(1,1-difluoroethyl)-4H-1,2,4-triazol-3-yl)-7-fluoro-5-methoxy-1-methyl-3-(1H-pyrazol-4-yl)-1H-indole